ClC1=CC=C(C(=N1)CN(C)C)N1CCC(CC1)O (6-chloro-2-((dimethylamino)methyl)pyridin-3-yl)piperidin-4-ol